1-(3-{5-[(1R,4R,7R)-7-amino-2-azabicyclo[2.2.1]heptane-2-carbonyl]-2-[1-(cyclopropylmethyl)-1H-indol-2-yl]-7-methoxy-1H-1,3-benzodiazol-1-yl}propyl)pyrrolidin-2-one N[C@H]1[C@@H]2N(C[C@H]1CC2)C(=O)C2=CC1=C(N(C(=N1)C=1N(C3=CC=CC=C3C1)CC1CC1)CCCN1C(CCC1)=O)C(=C2)OC